bromine 2-methyl-1H-indene CC=1CC2=CC=CC=C2C1.[Br]